3-(bromomethyl)-5-methyl-1,2,4-oxadiazole BrCC1=NOC(=N1)C